C1=CC=CC=2C3=CC=CC=C3C(C12)COC(=O)N([C@H](CC(=O)O)CC1=C(C=C(C=C1)Cl)F)C (S)-3-((((9H-fluoren-9-yl)methoxy)carbonyl)(methyl)amino)-4-(4-chloro-2-fluorophenyl)butanoic acid